isopropyl (S)-3-(4-amino-4,7-dihydropyrano[3,4-c]pyrazol-1(5H)-yl)-2-chlorobenzoate hydrochloride Cl.N[C@@H]1COCC=2N(N=CC21)C=2C(=C(C(=O)OC(C)C)C=CC2)Cl